3-amino-4-(aminomethyl)phenol NC=1C=C(C=CC1CN)O